[Si](C1=CC=CC=C1)(C1=CC=CC=C1)(C(C)(C)C)OC[C@H]1C[C@H]([C@@H](N1[C@@H](C)C1=CC=CC=C1)C(=O)OC)CO methyl (2R,3R,5R)-5-(((tert-butyldiphenylsilyl)oxy)methyl)-3-(hydroxymethyl)-1-((S)-1-phenylethyl)pyrrolidine-2-carboxylate